C1(=CC=C(C=C1)[C@@]1(CC[C@@]2([C@H]3CC[C@@]4([C@H](CC[C@H]4[C@@H]3CC[C@@H]2C1)[C@@H](CCC(=O)NS(=O)(=O)CCO)C)C)C)O)C1=CC=CC=C1 (R)-4-((3S,5R,8R,9S,10S,13R,14S,17R)-3-([1,1'-biphenyl]-4-yl)-3-hydroxy-10,13-dimethylhexadecahydro-1H-cyclopenta[a]phenanthren-17-yl)-N-((2-hydroxyethyl)sulfonyl)pentanamide